[Cl-].[Cl-].C[Si](=[Zr+2](C1C=CC=C1)C1C=CC=C1)C dimethylsilanediyl-bis(cyclopentadienyl)zirconium dichloride